ClC=1C=CC(=NC1)C=1CCN(CC1)C(=O)OC(C)(C)C tert-butyl 5-chloro-3',6'-dihydro-[2,4'-bipyridine]-1'(2'H)-carboxylate